4-(4-cyclopentyl-3-methyl-5-oxo-4,5-dihydro-1H-1,2,4-triazol-1-yl)-N-(2,6-difluorophenyl)-5-fluoro-2-{[(2S)-1,1,1-trifluoropropan-2-yl]oxy}benzamide C1(CCCC1)N1C(=NN(C1=O)C1=CC(=C(C(=O)NC2=C(C=CC=C2F)F)C=C1F)O[C@H](C(F)(F)F)C)C